CC1=CN(C2=CC=CC=C12)C(=C)C1=CC=CC=C1 3-methyl-1-(1-phenylvinyl)-1H-indole